Hydroxy-3-methyl-2-phenylbutyric acid OC(C(=O)O)(C(C)C)C1=CC=CC=C1